diazo(2-iodo)benzene tetrafluoroborate F[B-](F)(F)F.[N+](=[N-])=C1C(C=CC=C1)I